(R)-N-(5-((6-(3-(3-(3-fluorophenoxy)phenyl)isoxazolidin-2-yl)pyrimidin-4-yl)amino)-4-methoxy-2-(4-methylpiperazin-1-yl)phenyl)acryl-amide FC=1C=C(OC=2C=C(C=CC2)[C@@H]2N(OCC2)C2=CC(=NC=N2)NC=2C(=CC(=C(C2)NC(C=C)=O)N2CCN(CC2)C)OC)C=CC1